C(C)(=O)[O-].[Al+3].C(#N)C=1C=NC(=NC1)C(C(=O)N)N1C(C2=CC=C(C=C2[C@]2([C@@H](C2)F)C1)C1CC1)=O.C(C)(=O)[O-].C(C)(=O)[O-] (5-cyanopyrimidin-2-yl)-2-[(2'R,4S)-6-cyclopropyl-2'-fluoro-1-oxospiro[3H-isoquinolin-4,1'-cyclopropan]-2-yl]acetamide aluminum acetate